C(C)(=O)O[C@H]1[C@H](N(C[C@@H]1OC(=O)OC(C)(C)C)C(=O)OC(C)(C)C)CC1=CC=C(C=C1)Cl tert-butyl (2R,3S,4S)-3-(acetyloxy)-4-[(tert-butoxycarbonyl)oxy]-2-[(4-chlorophenyl)methyl]pyrrolidine-1-carboxylate